8-chloro-N-((4,4-difluorocyclohexyl)methyl)-3-((tetrahydrofuran-3-yl)methyl)indolizine-1-carboxamide ClC1=CC=CN2C(=CC(=C12)C(=O)NCC1CCC(CC1)(F)F)CC1COCC1